N=1C=2N(C=CC1N1CCC(CC1)CN1[C@@H]3CN([C@H](C1)C3)C=3C=C1C(N(C(C1=CC3)=O)N3C(NC(CC3)=O)=O)=O)C3=C(N2)C=CC=C3 5-((1S,4S)-5-((1-(benzo[4,5]imidazo[1,2-a]pyrimidin-2-yl)piperidin-4-yl)methyl)-2,5-diazabicyclo[2.2.1]heptan-2-yl)-2-(2,4-dioxotetrahydropyrimidin-1(2H)-yl)isoindoline-1,3-dione